1-(2-Fluorobenzyl)-1,5-dihydro-4H-pyrazolo[4,3-c]pyridin-4-one FC1=C(CN2N=CC=3C(NC=CC32)=O)C=CC=C1